N-(2-bromo-6-methylphenyl)-2-chloro-4-(1-methylhydrazino)pyrimidine-5-carboxamide BrC1=C(C(=CC=C1)C)NC(=O)C=1C(=NC(=NC1)Cl)N(N)C